ClC1=CC(=C(C(=C1)C)C1=CC=C2C(=N1)N=C(O2)[C@@H]2CCCNC2)O (5R)-5-[5-(4-Chloro-2-hydroxy-6-methyl-phenyl)oxazolo[4,5-b]pyridin-2-yl]piperidin